C(C)(C)(C)OC(=O)N1CCN(CC1)C(COC(C)C)=O 4-(2-Isopropoxylacetyl)piperazine-1-carboxylic acid tert-butyl ester